(Z,E)-7,11-hexadecadien-1-ol C(CCCCC\C=C/CC\C=C\CCCC)O